racemic-8-amino-1-(trifluoromethyl)-1,2,3,5,6,7-hexahydro-s-indacen-1-ol NC=1C=2CCCC2C=C2CC[C@](C12)(O)C(F)(F)F |r|